FC1(CCN(CC1)C1=NC2=CC(=C(C=C2C(=N1)NC1=NNC(=C1)C)OC)OCCCN1CCCC1)F 2-(4,4-difluoropiperidin-1-yl)-6-methoxy-N-(5-methyl-1H-pyrazol-3-yl)-7-(3-(pyrrolidin-1-yl)propoxy)quinazolin-4-amine